(S)-2-(((4-cyanopyridin-3-yl)oxy)methyl)pyrrolidine-1-carboxylate C(#N)C1=C(C=NC=C1)OC[C@H]1N(CCC1)C(=O)[O-]